NC1=C(C(=NC(=N1)S)O)/N=C/C=1C=NC=CC1 (E)-6-amino-2-mercapto-5-((pyridin-3-ylmethylene)amino)pyrimidin-4-ol